1-(3-(bis(4H-benzo[d][1,3]dioxin-6-yl)methyl)-8-azabicyclo[3.2.1]octane-8-carbonyl)-1H-1,2,4-triazole-3-carbonitrile O1COCC2=C1C=CC(=C2)C(C2CC1CCC(C2)N1C(=O)N1N=C(N=C1)C#N)C1=CC2=C(OCOC2)C=C1